(1R,3R)-3-(4-(4-amino-1-(3-hydroxycyclohexyl)-1H-pyrazolo[3,4-d]pyrimidin-3-yl)phenoxy)-2-fluorophenol NC1=C2C(=NC=N1)N(N=C2C2=CC=C(OC=1C(=C(C=CC1)O)F)C=C2)[C@H]2C[C@@H](CCC2)O